C(C)C(C(=O)OCCCN(C(C=CC(NCCOCCN(C)C)=O)=O)CCCOC(C(CCCC)CC)=O)CCCC.FC(C1=C(C=C(C(=C1)N)C(F)(F)F)C1=CC(=C(N)C=C1)C(F)(F)F)(F)F 2,3',5-tris(trifluoromethyl)benzidine 13-{3-[(2-ethyl-1-oxohexyl)oxy]propyl}-2-methyl-9,12-dioxo-5-oxa-2,8,13-triazahexadec-10-en-16-yl-2-ethylhexanoate